(1R)-1-[3-(2-{[tert-butyl-(dimethyl)silyl]oxy}-1,1-difluoroethyl)-2-fluorophenyl]-ethan-1-amine C(C)(C)(C)[Si](OCC(F)(F)C=1C(=C(C=CC1)[C@@H](C)N)F)(C)C